di-thiolene S1SC=CC1